α-n-butylglycidyl acrylate C(C=C)(=O)OC(C1CO1)CCCC